C(C)(=O)N1\C(\C(C2=CC=CC=C12)=O)=C/C1=NC2=CC=C(C=C2C(=C1)C1=NN(C=N1)C)C(=O)N1CCOCC1 (Z)-1-acetyl-2-((4-(1-methyl-1H-1,2,4-triazol-3-yl)-6-(morpholine-4-carbonyl)quinolin-2-yl)methylene)-indolin-3-one